O=C1N(CCN1C=1SC=C(N1)C1=CC=CC=C1)[C@H]1CN(CC1)C(=O)OC(C)(C)C tert-butyl (R)-3-(2-oxo-3-(4-phenylthiazol-2-yl)imidazolidin-1-yl)pyrrolidine-1-carboxylate